NC1=NC2=NC=C(N=C2C(=N1)N)CN(C1=CC=C(C(=O)N[C@@H](CCC(=O)O)C(=O)O)C=C1)C L-(+)-N-[4-[[(2,4-diamino-6-pteridinyl)methyl]methylamino]benzoyl]glutamic acid